C(C)(C)(C)OC(=O)N1CC2CN(CC2C1)OC1=NC(=CC=C1)NC1=CC=CC=C1 5-(6-(phenylamino)pyridinyloxy)hexahydropyrrolo[3,4-c]pyrrole-2(1H)-carboxylic acid tert-butyl ester